[C@@]12(C[C@@H](CCC1)CC(=O)N1CCOCC1)OC1(OO2)C2CC3CC(CC1C3)C2 2-((R,R)-Dispiro[adamantane-2,3'-[1,2,4]trioxolane-5',1''-cyclohexan]-3''-yl)-1-morpholinoethan-1-one